C1=CC(=CC(=C1)OS(=O)(=O)[O-])CCC(=O)[O-] The molecule is a 3-(3-sulfooxyphenyl)propanoic acid anion obtained by deprotonation of the carboxy and sulfo groups of 3-(3-sulfooxyphenyl)propanoic acid. It is a 3-(3-sulfooxyphenyl)propanoic acid anion, a monocarboxylic acid anion and a phenyl sulfate oxoanion. It is a conjugate base of a 3-(3-sulfooxyphenyl)propanoic acid.